trans-[4-(5-bromothiazol-2-yl)cyclohexyl] N-isopropylcarbamate C(C)(C)NC(O[C@@H]1CC[C@H](CC1)C=1SC(=CN1)Br)=O